quinazolin-4-one N1=CNC(C2=CC=CC=C12)=O